C(#N)C=1C=CC=2C=3C=CC(=C4C(=CC=C(C5=CC=C(C1C52)C(=O)O)C43)C(=O)O)C#N 3,10-dicyanoperylene-4,9-dicarboxylic acid